F[C@H]1[C@H](CNC1)C=1C(=NC(=CC1)C1=CN=C2N1N=C(C(=C2)OC)C=2C=NNC2)N ((3S,4S)-4-fluoropyrrolidin-3-yl)-6-(7-methoxy-6-(1H-pyrazol-4-yl)imidazo[1,2-b]pyridazin-3-yl)pyridin-2-amine